CC(C(=O)C1=C(CCC(C1)C(C(C)(C)C)=O)C(C)(C)C)(C)C 1,5-bis(trimethylacetyl)-2-t-butylcyclohexene